CN(C(OC(C)(C)C)=O)CC#C tert-butyl N-methyl-N-prop-2-ynyl-carbamate